1-(bicyclo[2.2.1]hept-5-en-2-yl)-2,5,8,11-tetraoxadodecane C12C(CC(C=C1)C2)COCCOCCOCCOC